2'-exo-methanocarbathymidine CC1=CN(C(=O)NC1=O)[C@]23C[C@H]2[C@@H]([C@H](C3)O)CO